3-((4-(4-nitrophenyl)piperazin-1-yl)methyl)-6,7-dimethoxyisochroman-4-one [N+](=O)([O-])C1=CC=C(C=C1)N1CCN(CC1)CC1OCC2=CC(=C(C=C2C1=O)OC)OC